C(CCCCCCC)C(C(C(C(=O)O)(CCCCCCCC)CCCCCCCC)(O)C(=O)O)C(=O)O.C(C)OCC ethyl ether tri-octyl-citrate